(S)-2-(2-cyclopropyl-2-methylpropanoyl)-6-(thiazole-5-carbonyl)-2,6-diazaspiro[3.4]Octane-8-carboxylic acid C1(CC1)C(C(=O)N1CC2(C1)CN(C[C@H]2C(=O)O)C(=O)C2=CN=CS2)(C)C